(R)-6-(5-(5-(3-Hydroxy-1-methyl-2-oxopyrrolidin-3-yl)isoxazol-3-yl)-2-methylphenyl)picolinamide O[C@@]1(C(N(CC1)C)=O)C1=CC(=NO1)C=1C=CC(=C(C1)C1=CC=CC(=N1)C(=O)N)C